5-methyl-2-oxo-1,3-dioxane-5-carboxylic acid isopropyl ester C(C)(C)OC(=O)C1(COC(OC1)=O)C